[2-(aminomethyl)-3,3-difluoro-allyl]-4-[3-methyl-5-[3-(1H-1,2,4-triazol-3-yl)phenyl]-2-pyridinyl]-1,2,4-triazol-3-one trifluoroacetate salt FC(C(=O)O)(F)F.NCC(CC=1N(C(NN1)=O)C1=NC=C(C=C1C)C1=CC(=CC=C1)C1=NNC=N1)=C(F)F